(R)-5-(5-(1-(3,5-dichloropyridin-4-yl)ethoxy)-6-methoxy-1H-indazol-3-yl)-2-(5-azaspiro[2.3]hexan-5-yl)nicotinonitrile ClC=1C=NC=C(C1[C@@H](C)OC=1C=C2C(=NNC2=CC1OC)C=1C=NC(=C(C#N)C1)N1CC2(CC2)C1)Cl